ClC=1C(=C(C=CC1Cl)O)C1CN=C(C1)OC 3,4-dichloro-2-(5-methoxy-3,4-dihydro-2H-pyrrol-3-yl)phenol